(R)-3-(4-Hydroxybenzo[b]thiophen-5-yl)-6-((1-isopropylpiperidin-3-yl)amino)-4-methyl-1,2,4-triazine-5(4H)-one OC1=C(C=CC=2SC=CC21)C2=NN=C(C(N2C)=O)N[C@H]2CN(CCC2)C(C)C